BrC1=CC=C(C=C1)N(C1COC1)C N-(4-bromophenyl)-N-methyl-oxetan-3-amine